C(CCCCC(C)C)C(C(C(=O)[O-])S(=O)(=O)O)(C(=O)[O-])CCCCCC(C)C Di-Iso-octylsulfosuccinat